NC1=NC(=C2N=CN(C2=N1)[C@H]1C[C@@H]([C@H](O1)COCP(OC1=CC=CC=C1)(O)=O)O)S phenyl hydrogen ((((2R,3S,5R)-5-(2-amino-6-mercapto-9H-purin-9-yl)-3-hydroxytetrahydrofuran-2-yl)methoxy)methyl)phosphonate